(S)-(6-(3-Methylpyrrolidin-1-yl)pyridin-3-yl)methanamine (S)-tert-Butyl-((6-(3-methylpyrrolidin-1-yl)pyridin-3-yl)methyl)carbamate C(C)(C)(C)N(C(O)=O)CC=1C=NC(=CC1)N1C[C@H](CC1)C.C[C@@H]1CN(CC1)C1=CC=C(C=N1)CN